C(CCCCCC)OC=1C=C(C=CC1)C=1SC(=C(N1)C)C(C)=NNC(=N)N 2-(3-(n-heptyloxy)phenyl)-4-methyl-5-(1-(guanidinoimino)ethyl)-thiazole